C1(=CC=CC=C1)C1=C2C(=NN=CC2=CC=C1)NCC1=NC=CC=C1 5-phenyl-4-((pyridin-2-ylmethyl)amino)phthalazin